methyl (S)-3-((1-(4,7,8-trichloroquinolin-2-yl)pyrrolidin-2-yl)methoxy)propanoate ClC1=CC(=NC2=C(C(=CC=C12)Cl)Cl)N1[C@@H](CCC1)COCCC(=O)OC